6-[2-(1-aminoethyl)-7-methyl-imidazo[4,5-b]pyridin-3-yl]pyridine-3-carbonitrile hydrochloride Cl.NC(C)C1=NC=2C(=NC=CC2C)N1C1=CC=C(C=N1)C#N